N-((S)-2-cyano-1-(4-(ethylsulfonyl)phenyl)ethyl)-4-((2S,4S)-2-((difluoromethoxy)methyl)-4-(4-fluorophenoxy)pyrrolidin-1-yl)benzamide C(#N)C[C@@H](C1=CC=C(C=C1)S(=O)(=O)CC)NC(C1=CC=C(C=C1)N1[C@@H](C[C@@H](C1)OC1=CC=C(C=C1)F)COC(F)F)=O